O1C(=CC=C1)C1=CC(=NO1)C(=O)NCCN1N=C(C=C1)OC 5-(furan-2-yl)-N-(2-(3-methoxy-1H-pyrazol-1-yl)ethyl)isoxazole-3-carboxamide